C(C)OP(=O)(OCC)C(C(=O)OCC)F ethyl (diethoxyphosphoryl)(fluoro)acetate